tert-butyl (S)-3-(2-(4-(3-ethyl-3-phenylpyrrolidin-1-yl)-6-methyl-2-oxopyridin-1(2H)-yl)ethyl)-2-oxo-1,3,8-triazaspiro[4.5]decane-8-carboxylate C(C)[C@@]1(CN(CC1)C1=CC(N(C(=C1)C)CCN1C(NC2(C1)CCN(CC2)C(=O)OC(C)(C)C)=O)=O)C2=CC=CC=C2